1-(2-((2-((3-chloro-2-fluorobenzyl)amino)-2-oxoethyl)(cycloheptyl)amino)-2-oxoethyl)-1H-indazole-3-carboxamide ClC=1C(=C(CNC(CN(C(CN2N=C(C3=CC=CC=C23)C(=O)N)=O)C2CCCCCC2)=O)C=CC1)F